tert-butyl (5-(3-chloro-4-methyl-7H-imidazo[4,5-c]pyridazin-7-yl)bicyclo[3.1.1]heptan-1-yl)carbamate ClC1=C(C2=C(N=N1)N(C=N2)C21CCCC(C2)(C1)NC(OC(C)(C)C)=O)C